1,2-dimethoxy-4-chlorophenylisothiocyanate COC1(C(C=C(C=C1)Cl)OC)N=C=S